C(C1=CC=CC=C1)(C1=CC=CC=C1)[C@@]1(NCCC1)C(=O)O α-(benzhydryl)proline